(3R)-3-[(2S)-1-(tert-butoxy)-3-{3-[2-(methylsulfonyloxy)ethyl]phenyl}-1-oxopropan-2-yl]pyrrolidine-1-carboxylic acid tert-butyl ester C(C)(C)(C)OC(=O)N1C[C@H](CC1)[C@@H](C(=O)OC(C)(C)C)CC1=CC(=CC=C1)CCOS(=O)(=O)C